2-chloroacetamido-5-phenyl-1,3,4-thiadiazole ClCC(=O)NC=1SC(=NN1)C1=CC=CC=C1